FC(C(=O)O)(F)F.[C@@H]12N[C@H](C[C@@H]2C1)C(=O)OCC1=CC=CC=C1 |&1:11| benzyl (1R,3R,SR)-2-azabicyclo[3.1.0]hexane-3-carboxylate trifluoroacetic acid salt